N-(3-fluoro-4-(4-methyl-4,7-diazaspiro[2.5]oct-7-yl)phenyl)carboxamide FC=1C=C(C=CC1N1CCN(C2(CC2)C1)C)NC=O